C(C)OC(=C)C1=C(C=C(C=C1)[C@H]1CCC(N1)=O)F (R)-5-(4-(1-ethoxyvinyl)-3-fluorophenyl)pyrrolidin-2-one